triglycerol monoricinoleate C(CCCCCCC\C=C/C[C@H](O)CCCCCC)(=O)O.OCC(O)CO.OCC(O)CO.OCC(O)CO